C(C)(C)(C)N1C(C=C(C=C1)C=1OC=C(N1)C(NC=1C(=NN(C1)C1=CC=C(C=C1)CNCCOCCO)C(F)F)=O)N(C([O-])=O)CC1CC1 1-Tert-butyl-(cyclopropylmethyl)-N-[4-[4-[[3-(difluoromethyl)-1-[4-[[2-(2-hydroxyethoxy) ethylamino]methyl]phenyl]pyrazol-4-yl]carbamoyl]oxazol-2-yl]-2-pyridyl]carbamate